C(C=C)(=O)N1CC(CCC1)C=1C(=C(CN2C(=NOC2C(=O)N)C2(CC2)C)C=CC1)C 4-(3-(1-acryloylpiperidin-3-yl)-2-methylbenzyl)-3-(1-methylcyclopropyl)-1,2,4-oxadiazole-5-carboxamide